2-[3-(1,1-dimethoxyethyl)-2-fluoro-phenyl]-2,2-difluoro-acetic acid ethyl ester C(C)OC(C(F)(F)C1=C(C(=CC=C1)C(C)(OC)OC)F)=O